C(C)OC(C(F)(F)C1=C(C(=CC=C1)[C@@H](C)NC(=O)OC(C)(C)C)F)=O (R)-2-(3-(1-((tert-Butoxycarbonyl)amino)ethyl)-2-fluorophenyl)-2,2-difluoroacetic acid ethyl ester